(S)-N-(1-(6,7-difluoro-4-oxo-3,4-dihydrophthalazin-1-yl)ethyl)-5,6-difluoro-N-methyl-1H-indole-2-carboxamide FC=1C=C2C(NN=C(C2=CC1F)[C@H](C)N(C(=O)C=1NC2=CC(=C(C=C2C1)F)F)C)=O